butyl cis-3,3-difluoro-5-hydroxy-4-methoxypiperidine-1-carboxylate FC1(CN(C[C@@H]([C@@H]1OC)O)C(=O)OCCCC)F